tert-butyl 5-(3-cyano-4-methyl-1H-indol-7-yl)-3,6-dihydropyridine-1(2H)-carboxylate C(#N)C1=CNC2=C(C=CC(=C12)C)C1=CCCN(C1)C(=O)OC(C)(C)C